O.CN(CCC(=O)OC)CCCOC1=CC=C(C=C1)CC1=CC=CC=C1 methyl 3-[methyl[3-[4-(phenylmethyl)phenoxy]propyl]amino]propanoate, hydrate